2-amino-2-(4-chloro-3-fluorophenyl)-N-{2-oxo-1-[2-(trimethylsilyl)ethoxymethyl]spiro-[pyrrolo[3,2-c]pyridin-3,4'-tetrahydropyran]-6-yl}acetamide hydrochloride Cl.NC(C(=O)NC1=CC2=C(C=N1)C1(CCOCC1)C(N2COCC[Si](C)(C)C)=O)C2=CC(=C(C=C2)Cl)F